phenyl-N4-tetrahydropyran-4-yl-pyrimidine-2,4-diamine C1(=CC=CC=C1)C=1C(=NC(=NC1)N)NC1CCOCC1